(R)-1-(5-(6-chloro-3-(1H-imidazol-1-yl)-5-methoxy-1-methyl-1H-pyrrolo[3,2-b]-pyridin-2-yl)-4H-1,2,4-triazol-3-yl)-2,2-difluoroethan-1-ol ClC=1C=C2C(=NC1OC)C(=C(N2C)C=2NC(=NN2)[C@H](C(F)F)O)N2C=NC=C2